ClC1=C2CCNC(C2=CC=C1)=O 5-Chloro-3,4-dihydroisoquinolin-1(2H)-one